CC(COC(C(=C)C)=O)[Si](Cl)(C)C 1-methyl-2-methacryloxyethyl-dimethylchlorosilane